2'-(3-amino-2-chlorophenyl)-3'-chloro-6-(difluoromethoxy)-[2,4'-bipyridine]-5-carbaldehyde NC=1C(=C(C=CC1)C1=NC=CC(=C1Cl)C1=NC(=C(C=C1)C=O)OC(F)F)Cl